2-(2-{[(1,3-benzothiazol-2-yl)methyl]carbamoyl}-2,3-dihydro-1H-inden-2-yl)acetic acid S1C(=NC2=C1C=CC=C2)CNC(=O)C2(CC1=CC=CC=C1C2)CC(=O)O